ClC=1C=C(C=C(C1)Cl)S(=O)(=O)N1[C@@H](CCC1)C(=O)N[C@H](C(=O)OC)CC1=CC=C(C=C1)C1=C(C=C(C=C1OC)CO)OC (S)-methyl 2-((S)-1-((3,5-dichlorophenyl)sulfonyl)pyrrolidine-2-carboxamido)-3-(4'-(hydroxymethyl)-2',6'-dimethoxy-[1,1'-biphenyl]-4-yl)propanoate